FC(C(=O)O)(F)F.FC(C(=O)O)(F)F.NC1=CC=C(C(=N1)C)CNC(=O)[C@H]1N(CC1)C(=O)[C@@H]1NCC[C@@H](C1)C1=CC=CC=C1 (S)-N-((6-amino-2-methylpyridin-3-yl)methyl)-1-((2R,4S)-4-phenylpiperidine-2-carbonyl)azetidine-2-carboxamide bis-trifluoroacetate